FC1=NC=CC2=C1C(C1CCC2N1)(F)F (±)-1,9,9-trifluoro-6,7,8,9-tetrahydro-5H-5,8-epiminocyclohepta[c]pyridine